[Si](C1=CC=CC=C1)(C1=CC=CC=C1)(C(C)(C)C)OC[C@@H](CC#CC)NCCN(C(OCC1=CC=CC=C1)=O)C benzyl N-(2-{[(2R)-1-[(tert-butyldiphenylsilyl) oxy] hex-4-yn-2-yl] amino} ethyl)-N-methylcarbamate